P(O)O.C1(=CC=CC=C1)C=1C(=C(C(=O)[Li])C(=CC1C)C)C phenyl-(2,4,6-trimethylbenzoyl)lithium phosphonite